3-(3-(1H-pyrrolo[2,3-b]pyridin-5-yl)phenyl)-N-(4-fluorophenyl)acrylamide N1C=CC=2C1=NC=C(C2)C=2C=C(C=CC2)C=CC(=O)NC2=CC=C(C=C2)F